5-(3-chloroimidazo[1,2-b]pyridazin-6-yl)-2-cyclopropyl-7H-pyrrolo[2,3-d]pyrimidine ClC1=CN=C2N1N=C(C=C2)C2=CNC=1N=C(N=CC12)C1CC1